α-D-quinovose O[C@@H]1[C@H](O)[C@@H](O)[C@H](O)[C@H](O1)C